5-(p-hydroxyphenoxy)m-phenylenediamine OC1=CC=C(OC=2C=C(C=C(C2)N)N)C=C1